1-oxo-3-(2,5,7-tritert-butyl-1H-indol-3-yl)propan O=CCCC1=C(NC2=C(C=C(C=C12)C(C)(C)C)C(C)(C)C)C(C)(C)C